4-amino-N-(1,3-dimethylpyrazol-4-yl)-3-methyl-N-[[6-(trifluoromethyl)imidazo[1,2-a]pyridin-2-yl]methyl]-1,3-dihydrofuro[3,4-c]quinoline-8-carboxamide NC1=NC=2C=CC(=CC2C2=C1C(OC2)C)C(=O)N(CC=2N=C1N(C=C(C=C1)C(F)(F)F)C2)C=2C(=NN(C2)C)C